FC=1C=C2C=CNC2=CC1C1=C(C=C(N=N1)N)C 6-(5-fluoro-1H-indol-6-yl)-5-methyl-pyridazin-3-amine